3-{4-[(5-chloro-2-fluorophenyl)sulfamoyl]phenyl}-1-(pyridin-3-ylmethyl)urea ClC=1C=CC(=C(C1)NS(=O)(=O)C1=CC=C(C=C1)NC(NCC=1C=NC=CC1)=O)F